5-(3-(2,2-difluoroethyl)-2-methyl-3H-imidazo[4,5-b]pyridin-5-yl)-N-(6-(4-methylpiperazin-1-yl)pyridin-3-yl)-7H-pyrrolo[2,3-d]pyrimidin-2-amine FC(CN1C(=NC=2C1=NC(=CC2)C2=CNC=1N=C(N=CC12)NC=1C=NC(=CC1)N1CCN(CC1)C)C)F